trimethylpentene, sodium salt [Na].CC(CCC=C)(C)C